ClC1=CC=C(C(=O)N2CCC=3C2=CN=CC3C3=CC=C(C#N)C=C3)C=C1 4-(1-(4-Chlorobenzoyl)-2,3-dihydro-1H-pyrrolo[2,3-c]pyridin-4-yl)benzonitrile